(S)-8-methoxy-3-(1-(3-phenyl-1,2,4-oxadiazol-5-yl)ethyl)-2H-pyrido[2,3-e][1,3]oxazine-2,4(3H)-dione COC1=CC=NC=2C(N(C(OC21)=O)[C@@H](C)C2=NC(=NO2)C2=CC=CC=C2)=O